5-fluoro-2,3-dihydro-1H-inden-1-amine FC=1C=C2CCC(C2=CC1)N